6-(6-((2-(2,6-Dioxopiperidin-3-yl)-1-oxoisoindol-5-yl)ethynyl)pyridazin-3-yl)-2,6-diazepine O=C1NC(CCC1N1C(C2=CC=C(C=C2C1)C#CC1=CC=C(N=N1)N1C=CC=NC=C1)=O)=O